C(C)N1C(=NN(C1=O)C=1C=C2C(=CN(C(C2=CC1F)=O)C1=C(C=C(C=C1)F)C)C(C)C)CO 6-(4-Ethyl-3-(hydroxymethyl)-5-oxo-4,5-dihydro-1H-1,2,4-triazol-1-yl)-7-Fluoro-2-(5-fluoro-2-tolyl)-4-isopropylisoquinolin-1(2H)-one